racemic-2-hydroxy-2-(3-(trifluoromethyl)phenyl)acetic acid O[C@@H](C(=O)O)C1=CC(=CC=C1)C(F)(F)F |r|